(R)-3-amino-N-(7-fluoro-6-(piperazin-1-yl)-1,2,3,4-tetrahydronaphthalen-2-yl)-6-methylthieno[2,3-b]pyridine-2-carboxamide NC1=C(SC2=NC(=CC=C21)C)C(=O)N[C@H]2CC1=CC(=C(C=C1CC2)N2CCNCC2)F